diphenyl(2-(4,4,5,5-tetramethyl-1,3,2-dioxaborolan-2-yl)-1-(p-tolyl)allyl)phosphine oxide C1(=CC=CC=C1)P(C(C(=C)B1OC(C(O1)(C)C)(C)C)C1=CC=C(C=C1)C)(C1=CC=CC=C1)=O